N1C(=CC2=CC=CC=C12)N=C1C=CCC1 indolyliminocyclopentene